OC1=C(C=CC(=N1)C1CCC(CC1)=O)C(F)(F)F 4-(6-hydroxy-5-(trifluoromethyl)pyridin-2-yl)cyclohexan-1-one